4-(3,3,4,4-tetramethylborolan-1-yl)pyridin-2-amine CC1(CB(CC1(C)C)C1=CC(=NC=C1)N)C